4,4',4'',4'''-((((butane-1,4-diylbis(azanediyl))bis(carbonyl))bis(pyridine-4,2,6-triyl))tetrakis(1H-1,2,3-triazole-4,1-diyl))tetrakis(2-(trifluoromethyl)benzoic acid) C(CCCNC(=O)C1=CC(=NC(=C1)C=1N=NN(C1)C1=CC(=C(C(=O)O)C=C1)C(F)(F)F)C=1N=NN(C1)C1=CC(=C(C(=O)O)C=C1)C(F)(F)F)NC(=O)C1=CC(=NC(=C1)C=1N=NN(C1)C1=CC(=C(C(=O)O)C=C1)C(F)(F)F)C=1N=NN(C1)C1=CC(=C(C(=O)O)C=C1)C(F)(F)F